dimethyl-formamidine CN(C=N)C